C1(CC1)C=1C(=CC(=C(CN2CCC3(CC(N(C3)C3=CC=C(C(=O)NCC[N+](C)(C)C)C=C3)=O)CC2)C1)OCC)C(=O)OC 2-(4-(8-(5-cyclopropyl-2-ethoxy-4-(methoxycarbonyl)benzyl)-3-oxo-2,8-diazaspiro[4.5]decan-2-yl)benzamido)-N,N,N-trimethylethan-1-aminium